(E)-ethyl (2-cyano-2-(2-(3,5-dichloro-4-((2-methoxy-1-(1-methylcyclopropyl)-1H-benzo[d]imidazol-6-yl)oxy)phenyl)hydrazono)acetyl)carbamate C(#N)\C(\C(=O)NC(OCC)=O)=N/NC1=CC(=C(C(=C1)Cl)OC=1C=CC2=C(N(C(=N2)OC)C2(CC2)C)C1)Cl